COC1=C(C=C(C(=C1)C(F)(F)F)OC)[C@@H]1CN(CCC1)CC (R)-3-(2,5-dimethoxy-4-(trifluoromethyl)phenyl)-1-ethylpiperidine